NC1=C(C=CC(=N1)NC(OCCCCCCCC)=O)\N=N\C1=C(C=CC=C1)O[Si](C)(C)C(C)(C)C octyl (E)-(6-amino-5-((2-((tert-butyldimethylsilyl)oxy)phenyl)diazenyl) pyridin-2-yl)carbamate